C1(C=2C(C(N1C(C(=O)O)CCCC)=O)=CC=CC2)=O e-phthalimidohexanoic acid